N-cyclohexyl-2,6-dihydroxy-5'-methyl-4-pentyl-2'-(prop-1-en-2-yl)-1',2',3',4'-tetrahydro-[1,1'-biphenyl]-3-carboxamide C1(CCCCC1)NC(=O)C=1C(=C(C(=CC1CCCCC)O)C1C(CCC(=C1)C)C(=C)C)O